FC1=C(C=C(C=C1)F)NCC=1N=C(N(C1)C=1C=CC=2N(C1)C(=CN2)C(=O)N)C2=NC(=CC=C2)C 6-(4-(((2,5-Difluorophenyl)amino)methyl)-2-(6-methylpyridin-2-yl)-1H-imidazol-1-yl)imidazo[1,2-a]pyridine-3-carboxamide